BrC1=C(OC(CCCCN2CCN(CC2)C(=O)OC(C)(C)C)C2CC2)C=CC(=C1)S(=O)(=O)C tert-butyl 4-[5-(2-bromo-4-methylsulfonyl-phenoxy)-5-cyclopropyl-pentyl]piperazine-1-carboxylate